C(N)(OC(CC1CN(CC(C1)C(F)(F)F)C1=C2C=CC=NC2=C(C=C1)C#N)(C)C)=O [1-(8-cyano-quinolin-5-yl)-5-trifluoromethyl-piperidin-3-yl]-tert-butyl carbamate